C(C1=CC=CC=C1)C=1NC(=NN1)C(=O)N[C@H]1[C@@H]2[C@H](C3=C(NC1=O)C(=CC(=C3)F)F)C2 5-benzyl-N-((1aS,2S,8bR)-5,7-difluoro-3-oxo-1,1a,2,3,4,8b-hexahydrobenzo[b]cyclopropa[d]azepin-2-yl)-4H-1,2,4-triazole-3-carboxamide